CC(CC(=O)N1CC2=C(CC1)SC(=C2)C2=NOC(=N2)C(F)(F)F)C 3-methyl-1-(2-(5-(trifluoromethyl)-1,2,4-oxadiazol-3-yl)-6,7-dihydrothieno[3,2-c]pyridin-5(4H)-yl)butan-1-one